tert-butyl N-[(1S,3R)-3-aminocyclopentyl]carbamate N[C@H]1C[C@H](CC1)NC(OC(C)(C)C)=O